ClC=1C=C2C(=NNC2=CC1)C(=O)N1CC2=C(CCC1)N(N=C2)C (5-Chloro-1H-indazol-3-yl)(4,6,7,8-tetrahydro-1-methylpyrazolo[4,3-c]azepin-5(1H)-yl)methanone